2-(bis(4-fluorophenyl)methylamino)-N-(7-(hydroxyamino)-7-oxoheptyl)pyrimidine FC1=CC=C(C=C1)C(C1=CC=C(C=C1)F)NC1N(C=CC=N1)CCCCCCC(=O)NO